FC=1C=CC2=C(CCO2)C1CNC1=NC=C(C=2N1C=NN2)C=2C=1N(C=C(C2)F)C(=CN1)I N-((5-fluoro-2,3-dihydrobenzofuran-4-yl)methyl)-8-(6-fluoro-3-iodoimidazo[1,2-a]pyridin-8-yl)-[1,2,4]triazolo[4,3-c]pyrimidin-5-amine